6-fluoro-2,3-dihydroquinazolin-4(1H)-one D-Beta-hydroxybutyrat OC(CC(=O)O)C.FC=1C=C2C(NCNC2=CC1)=O